6-(difluoromethyl)-1-(4-iodophenyl)piperidin-2-one FC(C1CCCC(N1C1=CC=C(C=C1)I)=O)F